tert-butyl 2-(3-(N,N-bis(4-methoxybenzyl)sulfamoyl)-2-(2-(4-methoxybenzyl)-2H-tetrazol-5-yl)-4-((2-(trimethylsilyl)ethyl)sulfonyl)phenyl)-1-oxo-2,8-diazaspiro[4.5]decane-8-carboxylate COC1=CC=C(CN(S(=O)(=O)C=2C(=C(C=CC2S(=O)(=O)CC[Si](C)(C)C)N2C(C3(CC2)CCN(CC3)C(=O)OC(C)(C)C)=O)C=3N=NN(N3)CC3=CC=C(C=C3)OC)CC3=CC=C(C=C3)OC)C=C1